1-{[2-(1-ethylpropyl)-6-methoxy-1H-benzimidazol-1-yl]methyl}-4-propylpyrrolidin-2-one C(C)C(CC)C1=NC2=C(N1CN1C(CC(C1)CCC)=O)C=C(C=C2)OC